[(1R,2R)-2-(hydroxymethyl)cyclohexyl]methanol OC[C@H]1[C@@H](CCCC1)CO